CC(CC1=CC(=CC=C1)OCCN1CC2(C1)CCOCC2)N methyl-2-{3-[2-(7-oxa-2-azaspiro[3.5]nonan-2-yl)ethoxy]phenyl}ethan-1-amine